sodium 3,3'-[(((1E,1'E)-(2-oxocyclopentane-1,3-diylidene)bis(methanylylidene))bis(4,1-phenylene))bis(methylazanediyl)]dipropanoate O=C\1\C(\CC/C1=C\C1=CC=C(C=C1)N(C)CCC(=O)[O-])=C\C1=CC=C(C=C1)N(C)CCC(=O)[O-].[Na+].[Na+]